BrC1=CC(=C(C=C1)[C@H](C)N[S@](=O)C(C)(C)C)OC (R)-N-[(1S)-1-(4-bromo-2-methoxy-phenyl)ethyl]-2-methyl-propane-2-sulfinamide